6-((1S,2S)-2-(5-(difluoromethyl)pyrimidin-2-yl)cyclobutyl)-4-oxo-1-((S)-1-(6-(trifluoromethyl)pyridin-3-yl)ethyl)-4,5-dihydro-1H-pyrazolo[3,4-d]pyrimidine-3-carbonitrile FC(C=1C=NC(=NC1)[C@@H]1[C@H](CC1)C=1NC(C2=C(N1)N(N=C2C#N)[C@@H](C)C=2C=NC(=CC2)C(F)(F)F)=O)F